BrCC1=CC=C2C=C(N(C2=C1)C(=O)OC(C)(C)C)C(=O)OC 1-tert-butyl 2-methyl 6-(bromomethyl)-1H-indole-1,2-dicarboxylate